(2S,4R)-N-((4-carbamimidoylthiophen-2-yl)methyl)-4-fluoro-4-(methoxymethyl)-1-((4-phenoxybutanoyl)glycyl)pyrrolidine-2-carboxamide C(N)(=N)C=1C=C(SC1)CNC(=O)[C@H]1N(C[C@](C1)(COC)F)C(CNC(CCCOC1=CC=CC=C1)=O)=O